6-chloro-1,2,3,4-tetrahydro-9-aminoacridine ClC=1C=C2N=C3CCCCC3=C(C2=CC1)N